C(CCCCCCCCCCC)N(C1=NC(=NC(=N1)N(C1CC(NC(C1)(C)C)(C)C)CCCCCCCCCCCC)N(C1CC(NC(C1)(C)C)(C)C)CCCCCCCCCCCC)C1CC(NC(C1)(C)C)(C)C N,N',N''-tridodecyl-N,N',N''-tris-(2,2,6,6-tetramethyl-4-piperidinyl)-[1,3,5]-triazine-2,4,6-triamine